[Cl-].C(CCCCCCCCCC)[N+]1=CC=C(C=C1)CCCC 1-Undecyl-4-butylpyridinium chlorid